C(C)(=O)C1=CC(=C(C=C1)C(C)=O)C(C)=O 1,3,4-triacetyl-benzene